tert-Butyl (1-((5-chloro-2-((2-methoxy-4-(4-methylpiperazin-1-yl)phenyl)amino)pyrimidin-4-yl)methyl)-4-methylpiperidin-4-yl)carbamate ClC=1C(=NC(=NC1)NC1=C(C=C(C=C1)N1CCN(CC1)C)OC)CN1CCC(CC1)(C)NC(OC(C)(C)C)=O